C(#N)C1CN(C1)C1=NC(=CC(=N1)NC(C1=C(C=C(C=C1)NS(=O)(=O)CCO)N1CCC2(CC2)CC1)=O)C N-(2-(3-Cyanoazetidin-1-yl)-6-methylpyrimidin-4-yl)-4-((2-hydroxyethyl)sulfonamido)-2-(6-azaspiro[2.5]octan-6-yl)benzamide